C1(CC1)N1C(N(C=2C(C1=O)=C(N(C(C2C)=O)C)NC2=C(C=C(C=C2)I)F)C=2C=C(C=CC2)N[S@](=O)C)=O (R)-N-[3-[3-cyclopropyl-5-(2-fluoro-4-iodo-anilino)-6,8-dimethyl-2,4,7-trioxo-pyrido[4,3-d]pyrimidin-1-yl]phenyl]methanesulfinamide